1-[3-(4-Bromo-2-methyl-2H-pyrazol-3-yl)-4-methoxy-phenyl]-3-(3-cyano-phenyl)-urea BrC1=C(N(N=C1)C)C=1C=C(C=CC1OC)NC(=O)NC1=CC(=CC=C1)C#N